C1(CCCCC1)[C@@H](C(=O)NC1=CC=C(C=C1)C=1C(=[N+](C=C(C1)CO)[O-])C)NC(=O)C1=CC=NN1C (S)-3-(4-(2-cyclohexyl-2-(1-methyl-1H-pyrazole-5-carboxamido)acetamido)phenyl)-5-(hydroxymethyl)-2-methylpyridine 1-oxide